benzyl (1R,3R,5R)-2-azabicyclo[3.1.0]hexane-3-carboxylate 2,2,2-trifluoroacetate FC(C(=O)O)(F)F.[C@@H]12N[C@H](C[C@H]2C1)C(=O)OCC1=CC=CC=C1